ClC=1C=C2C(=C(C(=NC2=C(C1C1=CC=CC2=CC=CC(=C12)C#N)F)O)C(=O)OCC)O ethyl 6-chloro-7-(8-cyanonaphthalen-1-yl)-8-fluoro-2,4-dihydroxyquinoline-3-carboxylate